3-(4-amino-3-((1-cyclopropyl-1H-benzo[d]imidazol-5-yl)ethynyl)-7-propionyl-1H-pyrazolo[4,3-c]pyridin-1-yl)pyrrolidin NC1=NC=C(C2=C1C(=NN2C2CNCC2)C#CC2=CC1=C(N(C=N1)C1CC1)C=C2)C(CC)=O